1-octadecyl-2-(5E,8E,11E,14E-eicosatetraenoyl)-sn-glycero-3-phosphocholine CCCCCCCCCCCCCCCCCCOC[C@H](COP(=O)([O-])OCC[N+](C)(C)C)OC(=O)CCC/C=C/C/C=C/C/C=C/C/C=C/CCCCC